docosatrienic acid C(C=CC=CC=CCCCCCCCCCCCCCCC)(=O)O